4-nitrophenyl ({(1R,2S,4R)-4-(9H-purin-9-yl)-2-[(triisopropylsilyl)oxy]cyclopentyl}methyl)sulfamate N1=CN=C2N(C=NC2=C1)[C@H]1C[C@@H]([C@H](C1)CNS(OC1=CC=C(C=C1)[N+](=O)[O-])(=O)=O)O[Si](C(C)C)(C(C)C)C(C)C